FC(C1=CC=C(C(=O)NCC2=C3C=NNC3=CC=C2)C=C1)F 4-(difluoromethyl)-N-(1H-indazol-4-ylmethyl)benzamide